2,6-diethyl-4-methyl-phenylhydrazine hydrochloride Cl.C(C)C1=C(C(=CC(=C1)C)CC)NN